N-((1H-pyrrolo[3,2-c]pyridine-2-yl)methyl)-2-(5-amino-6-oxo-2-phenylpyrimidin-1(6H)-yl)acetamide N1C(=CC=2C=NC=CC21)CNC(CN2C(=NC=C(C2=O)N)C2=CC=CC=C2)=O